Cl.C(C)N=C=NCCCN(C)C Ethyl-(N',N'-dimethylamino)propylcarbodiimid hydrochlorid